1-(5-methyl-2-(piperazin-1-ylmethyl)phenyl)cyclopentane-1-carboxylic acid CC=1C=CC(=C(C1)C1(CCCC1)C(=O)O)CN1CCNCC1